2,4-bis[2-(1-naphthyl)pyridin-3-yl]-6-phenylpyrimidine C1(=CC=CC2=CC=CC=C12)C1=NC=CC=C1C1=NC(=CC(=N1)C=1C(=NC=CC1)C1=CC=CC2=CC=CC=C12)C1=CC=CC=C1